4-Ethoxy-1-(1,4,7,10-tetraoxaundecyl)benzene C(C)OC1=CC=C(C=C1)OCCOCCOCCOC